CN1N=CC=C1C1=CC=C(C2=C1OCCO2)NC2=NC=NC(=C2)N2OCC[C@@H]2C2=CC=CC=C2 (R)-N-(8-(1-methyl-1H-pyrazol-5-yl)-2,3-dihydrobenzo[b][1,4]dioxin-5-yl)-6-(3-Phenylisooxazolidin-2-yl)pyrimidin-4-amine